C(C)(C)(C)P([Mg]Cl)C(C)(C)C Di-t-Butyl-Phosphanyl-Magnesium Chloride